ClC1=CC(=C(C=C1)C1(NC=CC=2C(=C(C=CC12)C)N)N)F 1-(4-chloro-2-fluorophenyl)-6-methylisoquinoline-1,5-diamine